C[C@@H]1OCOC1 (S)-4-methyl-1,3-dioxolane